C(C)(C)(C)OC(CC[C@@H](C(=O)N)N1C(C2=CC=CC(=C2C1)OCC1=CC(=C(C=C1)SC1CCN(CC1)C1=C(C=C(C=C1)C#N)F)F)=O)=O (S)-5-amino-4-(4-((4-((1-(4-cyano-2-fluorophenyl)piperidin-4-yl)thio)-3-fluorobenzyl)oxy)-1-oxoisoindolin-2-yl)-5-oxopentanoic acid tert-butyl ester